C1(CC1)C1=NN(C=N1)C1CC2(CN(C2)C(=O)N2CC3(C2)CN(C3)CC3=NN(C=C3)C(F)(F)F)C1 [6-(3-cyclopropyl-1,2,4-triazol-1-yl)-2-azaspiro[3.3]heptan-2-yl]-[6-[[1-(trifluoromethyl)pyrazol-3-yl]methyl]-2,6-diazaspiro[3.3]heptan-2-yl]methanone